diisopropyloxy bis(acetoacetate) C(CC(=O)C)(=O)OOC(C)C.C(CC(=O)C)(=O)OOC(C)C